Cl.CNCCC1=CC=CC=C1 methyl-phenethylamine hydrochloride